[O-2].[Li+].[Li+] LITHIUM OXID